C(C)OC(C(C)(C)OC1=CC=C(C=C1)C(C)O)=O 2-(4-(1-hydroxyethyl)phenoxy)-2-methylpropionic acid ethyl ester